FC=1C=C2C(=CC=NC2=CC1OC)OC1=CC=C(C=C1)[SH2](=O)C=N {4-[(6-fluoro-7-methoxyquinolin-4-yl)oxy]phenyl}(imino)methyl-λ6-sulfanone